C(C)(=O)NC=1SC(=CC1C(=O)OC(C)(C)C)C(NC)=O tert-butyl 2-acetamido-5-(methylcarbamoyl)thiophene-3-carboxylate